7-Bromo-3-(pent-1-yn-1-yl)-1,2-dihydronaphthalene BrC1=CC=C2C=C(CCC2=C1)C#CCCC